FC1=C(C(=CC(=C1)OC)F)N1C(=NC(=C1)C1=CC=CC=C1)N 1-(2,6-difluoro-4-methoxyphenyl)-4-phenyl-1H-imidazol-2-amine